4-(2-chloro-5-methoxy-4-pyridyl)-6-methyl-N-(5-morpholinothiazolo[5,4-d]pyrimidin-2-yl)pyridine-3-carboxamide ClC1=NC=C(C(=C1)C1=C(C=NC(=C1)C)C(=O)NC=1SC=2N=C(N=CC2N1)N1CCOCC1)OC